BrC=1C=C(C=CC1[N+](=O)[O-])N1N=CC=C1 1-(3-bromo-4-nitro-phenyl)pyrazole